O1C(=CC=C1)C=O 2-Furaldehyd